ClC1=CC=C(OCC(=O)N[C@H]2CO[C@@H](CC2)C(=O)N2CC3=CC=C(C=C3CC2)Cl)C=C1 2-(4-chlorophenoxy)-N-[(3R,6S)-6-(6-chloro-3,4-dihydro-1H-isoquinoline-2-carbonyl)tetrahydropyran-3-yl]acetamide